BrC=1C=CC=2N(C1)C(=C(N2)C(F)(F)F)CC(F)(F)F 6-bromo-3-(2,2,2-trifluoroethyl)-2-(trifluoromethyl)imidazo[1,2-a]pyridine